FC=1C(NC2=CC=C(C=C2C1)OC)=O 3-fluoro-6-methoxy-1H-quinolin-2-one